C(C)N(C(=O)C1=NC2=CC=CC=C2C=C1)CC N,N-diethylquinoline-2-carboxamide